C(C)(C)(C)OC(NC12CCC(CC1)(CC2)C=2OC(=NN2)[C@@]21CN(C[C@]1(C2)C(F)(F)F)C2=C1C=CC=NC1=C(C=C2)C(F)(F)F)=O tert-butyl(4-(5-((1S,5R)-5-(trifluoromethyl)-3-(8-(trifluoromethyl)quinolin-5-yl)-3-azabicyclo[3.1.0]hexan-1-yl)-1,3,4-oxadiazol-2-yl)bicyclo[2.2.2]octan-1-yl)carbamate